5-methylpyrimidino[1,6-a][1,4]diazepin-7(1H)-one CC1=CC=NCC=2N1C(N=CC2)=O